C(C)(C)(C)OC(=O)N1C(CNCC1)C1=CC(=C(C=C1)Cl)OCC1=C(C=C(C=C1)Cl)F (4-chloro-3-((4-chloro-2-fluorobenzyl)oxy)phenyl)piperazine-1-carboxylic acid tert-butyl ester